COC(COC(COC)C)C 2-methoxy-1-((1-methoxyprop-2-yl)oxy)propane